(1S,2R,5S)-2-methyl-N-(4-methyl-3-(pyridin-2-yl)phenyl)-6-azabicyclo[3.1.1]heptane-6-carboxamide C[C@H]1[C@H]2N([C@@H](CC1)C2)C(=O)NC2=CC(=C(C=C2)C)C2=NC=CC=C2